N-(4-ethoxy-5-methoxy-2-((1R*,2R*)-2-(4-(prop-2-yn-1-yloxy)phenyl)cyclopropane-1-carbonyl)phenethyl)acetamide C(C)OC1=CC(=C(CCNC(C)=O)C=C1OC)C(=O)[C@H]1[C@@H](C1)C1=CC=C(C=C1)OCC#C |o1:19,20|